OC1(CCN(CC1)C(=O)OC(C)(C)C)C1=CC=C(C=C1)[C@@]1(C(NC(CC1)=O)=O)C tert-butyl (R)-4-hydroxy-4-(4-(3-methyl-2,6-dioxopiperidin-3-yl)phenyl)piperidine-1-carboxylate